ONS(=O)(=O)C1=C(C=CC=C1)S(=O)(=O)CC1CCOCC1 N-hydroxy-2-(oxan-4-ylmethanesulfonyl)benzene-1-sulfonamide